1-(benzo[d][1,3]dioxol-5-yl)-3-(3-chloro-4-fluorophenyl)-1-((6,8-dihydro-5H-[1,2,4]triazolo[3,4-c][1,4]oxazin-3-yl)methyl)urea O1COC2=C1C=CC(=C2)N(C(=O)NC2=CC(=C(C=C2)F)Cl)CC2=NN=C1COCCN12